CN(CCCC=1NC=CN1)C 3-(dimethylamino)propyl-imidazole